N=1C=NN2C1C=C(C=C2)OC2=C(C=C(C=C2)NC2=NC=NN1C2=C(C=C1)C1C[C@H]2CC[C@@H](C1)N2C(C=C)=O)C 1-((1R,3r,5S)-3-(4-((4-([1,2,4]triazolo[1,5-a]pyridin-7-yloxy)-3-methylphenyl)amino)pyrrolo[2,1-f][1,2,4]triazin-5-yl)-8-azabicyclo[3.2.1]octan-8-yl)prop-2-en-1-one